(S)-3-(6-methoxybenzofuran-3-carboxamido)pyrrolidine-1-carboxylic acid tert-butyl ester C(C)(C)(C)OC(=O)N1C[C@H](CC1)NC(=O)C1=COC2=C1C=CC(=C2)OC